N-methyl-N-(1-(7-(8-methylnaphthalen-1-yl)-2-(((S)-1-methylpyrrolidin-2-yl)methoxy)-5,6,7,8-tetrahydropyrido[3,4-d]pyrimidin-4-yl)piperidin-4-yl)-1-tritylaziridine-2-carboxamide CN(C(=O)C1N(C1)C(C1=CC=CC=C1)(C1=CC=CC=C1)C1=CC=CC=C1)C1CCN(CC1)C=1C2=C(N=C(N1)OC[C@H]1N(CCC1)C)CN(CC2)C2=CC=CC1=CC=CC(=C21)C